butanedioic chloride C(CCC(=O)Cl)(=O)Cl